(R,E)-2,2-dimethyl-8-oxo-2,3,4,8-tetrahydropyrano[3,2-g]chromen-3-yl 3-(4-(N,N-dimethylsulfamoyl)phenyl)acrylate CN(S(=O)(=O)C1=CC=C(C=C1)/C=C/C(=O)O[C@H]1C(OC2=CC3=C(C=C2C1)C=CC(O3)=O)(C)C)C